BrC=1C=C2C(=NC1)N(N=C2C)C 5-bromo-1,3-dimethyl-pyrazolo{3,4-b}pyridine